C1(CCCCC1)C1(COCC1(O)C1CCCCC1)O 3,4-dicyclohexyltetrahydrofuran-3,4-diol